toluene-4-sulfonic acid (R)-2,2-dimethyl-[1,3]dioxolan-4-ylmethyl ester CC1(OC[C@@H](O1)COS(=O)(=O)C1=CC=C(C)C=C1)C